e-phthalamide C(C=1C(C(=O)N)=CC=CC1)(=O)N